BrC1=CC(=C2C=CN=CC2=C1N)C1CC1 7-Bromo-5-cyclopropylisoquinolin-8-amine